4-chloro-3-fluoro-2-(2-((tetrahydro-2H-pyran-2-yl)oxy)ethoxy)pyridine ClC1=C(C(=NC=C1)OCCOC1OCCCC1)F